2-(6-Chloro-benzothiazol-2-ylamino)-1-methyl-1H-benzoimidazole-5-carboxylic acid [2-(4-dimethylamino-piperidin-1-yl)-2-oxo-ethyl]-amide CN(C1CCN(CC1)C(CNC(=O)C1=CC2=C(N(C(=N2)NC=2SC3=C(N2)C=CC(=C3)Cl)C)C=C1)=O)C